OB1OC(C2=C1C=CC(=C2)NC(OC(C)(C)C)=O)(C)C tert-butyl (1-hydroxy-3,3-dimethyl-1,3-dihydrobenzo[c][1,2]oxaborol-5-yl)carbamate